CC=1C(=NC=C(N1)C)C1=CC=C(C=C1)C1=CNC2=NC=C(C=C21)C=2C=CC1=C(CC[C@H](CC1)N1CCCC1)C2 3,5-Dimethyl-2-(4-{5-[(7S)-7-(pyrrolidin-1-yl)-6,7,8,9-tetrahydro-5H-benzo[7]annulen-2-yl]-1H-pyrrolo[2,3-b]pyridin-3-yl}phenyl)pyrazine